6-(4-ethyl-4-methoxypiperidin-1-yl)quinoline-4-carboxylic acid C(C)C1(CCN(CC1)C=1C=C2C(=CC=NC2=CC1)C(=O)O)OC